(R)-9-((4-((1-(3-Bromophenyl)ethyl)amino)-6-methoxy-2-methylquinazolin-7-yl)oxy)nonanoic acid BrC=1C=C(C=CC1)[C@@H](C)NC1=NC(=NC2=CC(=C(C=C12)OC)OCCCCCCCCC(=O)O)C